COC(C(=C(CC(C)C)C1=CC=C(C=C1)Cl)C)=O (4-chlorophenyl)-2,5-dimethylhex-2-enoic acid methyl ester